ClC1=NC(=C(C(=C1C#N)C(F)(F)F)C)C=1OC=CC1 2-chloro-6-(furan-2-yl)-5-methyl-4-(trifluoromethyl)pyridine-3-carbonitrile